tert-butyl (3-fluoro-5-(1-(4-methoxyphenyl)-1H-pyrazol-4-yl)benzyl)carbamate FC=1C=C(CNC(OC(C)(C)C)=O)C=C(C1)C=1C=NN(C1)C1=CC=C(C=C1)OC